2,4,6-trifluorobenzenesulfonyl chloride FC1=C(C(=CC(=C1)F)F)S(=O)(=O)Cl